acryloyloxyoctyl-triethoxylsilane C(C=C)(=O)OCCCCCCCC[Si](OCC)(OCC)OCC